N[C@@H](CCC(=O)[O-])C(=O)OC(CCCCCCCCCCC)=O.[K+] potassium lauroyl glutamate